O=C1NC(CCC1N1C(C2=CC=C(C=C2C1=O)N1CCNCC1)=O)=O 2-(2,6-dioxopiperidin-3-yl)-5-(piperazin-1-yl)-2,3-dihydro-1H-isoindole-1,3-dione